O=C1NC(CCC1C1=NN(C2=CC(=CC=C12)C1C(CN(CC1)CC(=O)O)(F)F)C)=O 2-[4-[3-(2,6-dioxo-3-piperidyl)-1-methyl-indazol-6-yl]-3,3-difluoro-1-piperidyl]acetic acid